8-methyl-2-((piperidin-3-ylthio)methyl)quinazolin-4(3H)-one hydrochloride Cl.CC=1C=CC=C2C(NC(=NC12)CSC1CNCCC1)=O